N[C@@H](C(C)C)C(=O)O[C@@H]1[C@H](O[C@]([C@@H]1O)(C1=CC=C2C(=NC=NN21)NC(=O)OCOC(C(C)(C)C)=O)C#N)COC(CC2=CC=CC=C2)=O (2R,3S,4R,5R)-5-cyano-4-hydroxy-2-((2-phenylacetoxy)methyl)-5-(4-((((pivaloyloxy)methoxy)carbonyl)amino)pyrrolo[2,1-f][1,2,4]triazin-7-yl)tetrahydrofuran-3-yl L-valinate